FC(OC=1C=NC(=NC1)N[C@@H]1C[C@H](CC1)NC1=CC=C(C=N1)N1C(C=CC(=C1)C)=O)F 6'-((1S,3S)-3-((5-(difluoromethoxy)pyrimidin-2-yl)amino)cyclopentyl)amino-5-methyl-2H-[1,3'-bipyridyl]-2-one